2-hydroxy-N,N-dimethyl-3-(2-((5-methylfuran-2-yl)((R)-tetrahydrofuran-2-yl)methylamino)-3,4-dioxocyclobut-1-enylamino)benzamide OC1=C(C(=O)N(C)C)C=CC=C1NC1=C(C(C1=O)=O)N(C[C@@H]1OCCC1)C=1OC(=CC1)C